2-(3-amino-1-benzyl-3-piperidinyl)acetonitrile NC1(CN(CCC1)CC1=CC=CC=C1)CC#N